C(C)C=1C(NC2=CC(=CN=C2C1)CN1C(CN(CC1)C(C)C1=NC=C(C=C1)F)=O)=O 3-Ethyl-7-((4-(1-(5-fluoropyridin-2-yl)ethyl)-2-oxopiperazin-1-yl)methyl)-1,5-naphthyridin-2(1H)-one